1,2-dimethyl-iodobenzothiazole CS1C(=NC2=C1C=CC=C2I)C